2-[3-[3-(difluoromethoxy)-4-[3-hydroxy-3-(trifluoromethyl)azetidine-1-carbonyl]-5-methoxy-phenyl]imidazo[1,2-a]pyridin-7-yl]-2-methyl-propanenitrile FC(OC=1C=C(C=C(C1C(=O)N1CC(C1)(C(F)(F)F)O)OC)C1=CN=C2N1C=CC(=C2)C(C#N)(C)C)F